C1(=CC=CC=2SC3=CC=CC=C3SC12)C=1C=CC(=C(C1)C1=CC(=CC=C1)N1C2=CC=CC=C2C=2C=CC=CC12)N1C2=CC=CC=C2C=2C=CC=CC12 9,9'-(5-(thianthren-1-yl)-[1,1'-biphenyl]-2,3'-diyl)bis(9H-carbazole)